2-(3-(4-(2,2-difluorobenzo[d][1,3]dioxol-5-yl)piperazine-1-carbonyl)-4-fluorobenzyl)-2H-indazole-7-carboxamide FC1(OC2=C(O1)C=CC(=C2)N2CCN(CC2)C(=O)C=2C=C(CN1N=C3C(=CC=CC3=C1)C(=O)N)C=CC2F)F